3-[piperazin-1-yl]-1-[4-(pyridazin-3-yl)phenyl]pyrazin-2(1H)-one N1(CCNCC1)C=1C(N(C=CN1)C1=CC=C(C=C1)C=1N=NC=CC1)=O